COC=1C(=C2C=CNC2=C(C1)C)CN1[C@@H](CC2(CC(C2)C(F)(F)F)CC1)C1=CC=C(C(=O)O)C=C1 4-((2R,4s,6S)-7-((5-methoxy-7-methyl-1H-indol-4-yl)methyl)-2-(trifluoromethyl)-7-azaspiro[3.5]nonan-6-yl)benzoic acid